tert-butyl (3R)-3-[(2S)-3-[3-(3-aminopropoxy)phenyl]-1-(tert-butoxy)-1-oxopropane-2-yl]pyrrolidine-1-carboxylate NCCCOC=1C=C(C=CC1)C[C@H](C(=O)OC(C)(C)C)[C@@H]1CN(CC1)C(=O)OC(C)(C)C